CC1(O[C@]2([C@@H](O1)C[C@@H]1C([C@H]2C1)(C)C)CCOCC(=O)O)C 2-(2-((3aR,4R,6R,7aS)-2,2,5,5-tetramethyltetrahydro-4,6-methanobenzo[d][1,3]dioxol-3a(4H)-yl)ethoxy)acetic acid